OC1(CCC(CC1)NC(=O)C1CC(NCC1)C)C(F)(F)F N-((1r,4R)-4-hydroxy-4-(trifluoromethyl)cyclohexyl)-2-methylpiperidine-4-carboxamide